C(C(C)C)NC1=C(C=NC2=CC=CC(=C12)OC)N N4-Isobutyl-5-methoxy-quinoline-3,4-diamine